C1(CC1)S(=O)(=O)NC=1SC=C(N1)C(C(=O)NC1=NC=C(C=C1F)C1=NC(=CN=C1)OCC)CC 2-(2-(cyclopropanesulfonamido)thiazol-4-yl)-N-(5-(6-ethoxypyrazin-2-yl)-3-fluoropyridin-2-yl)butanamide